(S)-4-((2,4-dimethoxybenzyl)amino)-N-methyl-N-(6-(trifluoromethyl)-2,3-dihydrobenzofuran-3-yl)imidazo[1,5-a]pyrido[2,3-e]pyrazine-8-carboxamide COC1=C(CNC=2C=3N(C4=C(N2)N=CC(=C4)C(=O)N([C@@H]4COC2=C4C=CC(=C2)C(F)(F)F)C)C=NC3)C=CC(=C1)OC